FC1=CC=C(C=C1)CCC(=O)NC1CCN(CC1)C=1C2=C(N=CN1)C(=CS2)C 3-(4-Fluorophenyl)-N-(1-(7-methylthieno[3,2-d]pyrimidin-4-yl)piperidin-4-yl)propanamide